(R)-N1-(3,3-diphenylallyl)-N2-(3-(4-fluorophenyl)-1H-pyrazol-5-yl)-N1-(1-(4-fluorophenyl)ethyl)ethane-1,2-diamine C1(=CC=CC=C1)C(=CCN(CCNC1=CC(=NN1)C1=CC=C(C=C1)F)[C@H](C)C1=CC=C(C=C1)F)C1=CC=CC=C1